2-(5-Cyano-3-formyl-1H-indol-1-yl)acetic acid C(#N)C=1C=C2C(=CN(C2=CC1)CC(=O)O)C=O